C1(CC1)C[C@H](CCCC(=O)C1=CN=C2C(=N1)N(C(=C2)C2(C(C2)(F)F)C)C)[C@H]2N(C(OC2)(C)C)C(=O)OC(C)(C)C tert-butyl (4R)-4-[(1S)-1-(cyclopropylmethyl)-5-[6-(2,2-difluoro-1-methyl-cyclopropyl)-5-methyl-pyrrolo[2,3-b]pyrazin-3-yl]-5-oxo-pentyl]-2,2-dimethyl-oxazolidine-3-carboxylate